ditetradecyl 2,3-dihydroxysuccinate OC(C(=O)OCCCCCCCCCCCCCC)C(C(=O)OCCCCCCCCCCCCCC)O